C(#N)CCOSC1=C(C(=O)NC2=CC=C(C=C2)N2CCN(CC2)C(N)=N)C=CC=C1C(=O)NC1=CC=C(C=C1)N1CCN(CC1)C(N)=N (2-cyanoethoxy)thio-N,N'-bis-[4-(4-carbamimidoyl-piperazin-1-yl)-phenyl]-isophthalamide